N,N-bis(methoxymethyl)acrylamide COCN(C(C=C)=O)COC